N1(C=2N(C=C1)C=CN2)C2=C(C=C(C=C2)C)NC(=O)C2CC2 N-(2-(1H-imidazo[1,2-a]imidazol-1-yl)-5-methylphenyl)-cyclopropanecarboxamide